N-[(1S)-1-(dicyclopropylmethyl)-2-[[3-fluoro-1-[1-(5-fluoro-2-methoxy-3-pyridyl)-2-methoxy-ethyl]pyrazol-4-yl]amino]-2-oxo-ethyl]-4-methyl-1,2,5-oxadiazole-3-carboxamide C1(CC1)C([C@@H](C(=O)NC=1C(=NN(C1)C(COC)C=1C(=NC=C(C1)F)OC)F)NC(=O)C1=NON=C1C)C1CC1